NC1=C(NC2=CC=CC=C12)C(=O)OC methyl 3-amino-1H-2-indolecarboxylate